1,2,3-thiadiazole-4-carboxylic acid ethyl ester C(C)OC(=O)C=1N=NSC1